ClC=1C=C(C=CC1)NC1=NC(=NC(=C1)N1N=C(C=C1C)C)N N4-(3-Chlorophenyl)-6-(3,5-dimethyl-1H-pyrazol-1-yl)pyrimidine-2,4-diamine